2-[Methyl-(4-methyl-cyclohexanesulfonyl)-amino]-5-oxo-5H-thieno[3,2-b]pyran-6-carboxylic acid CN(C1=CC=2OC(C(=CC2S1)C(=O)O)=O)S(=O)(=O)C1CCC(CC1)C